cis-1-amino-4-methylcycloheptanecarboxylic acid N[C@]1(CC[C@H](CCC1)C)C(=O)O